N1=CC=CC=2CN(CCC12)[C@@H]1[C@H](CCC1)OC=1C=C2CN(C(C2=CC1)=O)C1C(NC(CC1)=O)=O 3-(5-(((1S,2S)-2-(7,8-dihydro-1,6-naphthyridin-6(5H)-yl)cyclopentyl)oxy)-1-oxoisoindolin-2-yl)piperidine-2,6-dione